(R)- or (S)-N-(5-amino-1-(4-(trifluoromethyl)phenyl)-1,2,3,4-tetrahydroquinolin-3-yl)acrylamide NC1=C2C[C@H](CN(C2=CC=C1)C1=CC=C(C=C1)C(F)(F)F)NC(C=C)=O |o1:4|